N-[3-[2-(difluoromethoxy)-5-[3-[(2-hydroxyethylamino)methyl]phenoxy]phenyl]-1H-pyrazol-4-yl]pyrazolo[1,5-a]pyrimidine-3-carboxamide FC(OC1=C(C=C(C=C1)OC1=CC(=CC=C1)CNCCO)C1=NNC=C1NC(=O)C=1C=NN2C1N=CC=C2)F